4-(1-(3-fluoro-4-trifluoromethylbenzyl)-2-methyl-1H-imidazo[4,5-b]pyrazin-6-yl)-6-methyl-1H-pyrrolo[2,3-c]pyridin-7(6H)-one FC=1C=C(CN2C(=NC=3C2=NC(=CN3)C=3C2=C(C(N(C3)C)=O)NC=C2)C)C=CC1C(F)(F)F